2-methoxy-4-(4,4,5,5-tetramethyl-1,3,2-dioxaborolan-2-yl)-benzaldehyde COC1=C(C=O)C=CC(=C1)B1OC(C(O1)(C)C)(C)C